N-((3S)-tetrahydro-2-oxo-3-furanyl)dodecanamide O=C1OCC[C@@H]1NC(CCCCCCCCCCC)=O